(4-oxo-4-(4-(5-(trifluoromethyl)pyrimidin-2-yl)piperazin-1-yl)butyl)(propyl)carbamic acid tert-butyl ester C(C)(C)(C)OC(N(CCC)CCCC(N1CCN(CC1)C1=NC=C(C=N1)C(F)(F)F)=O)=O